FC1=C(C=C(C=C1)F)C1=C(NC=2C1=NC=CC2)C2=C(C=NC=C2)OCCN(S(=O)(=O)C=C)C N-[2-({4-[3-(2,5-difluorophenyl)-1H-pyrrolo[3,2-b]pyridin-2-yl]pyridin-3-yl}oxy)ethyl]-N-methylethenesulfonamide